CC1(CCNCC1)C(=O)OC(C)(C)C 4-methyl-4-tert-butyloxycarbonylpiperidine